FC=1C=C(C=CC1)CN1CC2(C1)CC(C2)NC(=O)N2[C@@H](CN(C[C@@H]2C)C2=NC=C(C=N2)C(F)(F)F)C (2R,6S)-N-{2-[(3-fluorophenyl)methyl]-2-azaspiro[3.3]heptan-6-yl}-2,6-dimethyl-4-[5-(trifluoromethyl)pyrimidin-2-yl]piperazine-1-carboxamide